C(CCCCCCCCCCCCCCCC)(=O)OC[C@@H](OC(CCCCCCCCCCCCCCCC)=O)COP(=O)([O-])OCC[N+](C)(C)C 1,2-bis-heptadecanoyl-sn-glycero-3-phosphocholine